2-phenyl-4-(2',3',4',5'-tetrahydro-[1,1'-biphenyl]-4-yl)-1H-benzo[d]imidazole C1(=CC=CC=C1)C1=NC2=C(N1)C=CC=C2C2=CC=C(C=C2)C=2CCCCC2